8-chloro-6-(((R)-(1-cyclopropyl-1H-1,2,3-triazol-4-yl)(6-fluoropyridin-3-yl)methyl-d)amino)-4-(((R)-1-phenylpropyl-2,2,3,3,3-d5)amino)quinoline-3-carbonitrile ClC=1C=C(C=C2C(=C(C=NC12)C#N)N[C@H](C(C([2H])([2H])[2H])([2H])[2H])C1=CC=CC=C1)N[C@]([2H])(C=1C=NC(=CC1)F)C=1N=NN(C1)C1CC1